FC1(OC2=C(OC1)C=CC=C2N2CCNCC2)F 3,3-Difluoro-5-(piperazin-1-yl)-2,3-dihydro-1,4-benzodioxine